3-((2-((6-(cyclopropanecarboxamido)-3-(methylcarbamoyl)pyridazin-4-yl)amino)-[1,2,4]triazolo[1,5-a]pyridin-6-yl)oxy)azetidine-1-carboxylic acid tert-butyl ester C(C)(C)(C)OC(=O)N1CC(C1)OC=1C=CC=2N(C1)N=C(N2)NC2=C(N=NC(=C2)NC(=O)C2CC2)C(NC)=O